(4-(6-(1-(2-methoxyethyl)-1H-pyrazol-4-yl)pyrrolo[2,1-f][1,2,4]triazin-4-yl)-2-methylphenyl)methanamine hydrochloride Cl.COCCN1N=CC(=C1)C=1C=C2C(=NC=NN2C1)C1=CC(=C(C=C1)CN)C